NC1=C(C(NC2=C(C=CC=C12)C1=NC=CC=C1C)=O)C(=O)NCCC 4-amino-8-(3-methylpyridin-2-yl)-2-oxo-N-propyl-1,2-dihydroquinoline-3-carboxamide